Bis(propylamino)ethylsilane C(CC)NC(C[SiH3])NCCC